5-hydroxy-2,6-dimethyl-pyridazin OC=1C=CN(NC1C)C